(6-butyl-1H-benzo[d]imidazol-2-yl)carbamic acid heptyl ester C(CCCCCC)OC(NC1=NC2=C(N1)C=C(C=C2)CCCC)=O